Cl.N[C@H]1CN(CCCC1)C1=NN(C(C2=CC=CC=C12)=O)C1=C(C=CC=C1)F (R)-4-(3-Aminoazepan-1-yl)-2-(2-fluorophenyl)phthalazin-1(2H)-one-hydrochloride